OC1=C2[C@H]3[C@H](C(OC2=CC(=C1)[C@H](C(=O)OCCCC)C)(C)C)CC=C(C3)C (R)-butyl 2-((6aR,10aR)-1-hydroxy-6,6,9-trimethyl-6a,7,10,10a-tetrahydro-6H-benzo[c]chromen-3-yl)propanoate